NC1CCC(CC1)CN(C1=CC=C(C=C1)N1C(C2=CC(=C(C=C2CC1=O)OC)OC(C)C)C1=CC=C(C=C1)Cl)C 2-[4-[(4-Aminocyclohexyl)methyl-methyl-amino]phenyl]-1-(4-chlorophenyl)-7-isopropoxy-6-methoxy-1,4-dihydroisoquinolin-3-one